2-butyl-1-(4-((dimethylamino)methyl)benzyl)-1H-imidazo[4,5-d]thieno[3,2-b]pyridin-4-amine C(CCC)C1=NC=2C(=C3C(=NC2N)C=CS3)N1CC1=CC=C(C=C1)CN(C)C